ClC1=CC(=C(C(=C1)F)NC1=C(C(=NN1C)C)C1=C(C=C(C=C1)F)Cl)F N-(4-Chloro-2,6-difluorophenyl)-4-(2-chloro-4-fluorophenyl)-1,3-dimethyl-1H-pyrazol-5-amin